(2S)-5,5-dimethyl-2-{5-methyl-2-[trans-4-(trifluoromethyl)cyclohexyl]pyrazolo[1,5-a]pyrimidin-7-yl}morpholine-4-carboxylic acid methyl ester COC(=O)N1C[C@H](OCC1(C)C)C1=CC(=NC=2N1N=C(C2)[C@@H]2CC[C@H](CC2)C(F)(F)F)C